(E)-N-(4-methoxybenzyl)-N,4-dimethyl-benzenesulfonamide COC1=CC=C(CN(S(=O)(=O)C2=CC=C(C=C2)C)C)C=C1